1-((4-bromo-1H-pyrazol-5-yl)methyl)dihydropyrimidine-2,4(1H,3H)-dione BrC=1C=NNC1CN1C(NC(CC1)=O)=O